C(=O)(OC(C)(C)C)N1CC2(C1)CC(C2)=O 2-Boc-6-oxo-2-azaspiro[3.3]heptane